neodymium-iron-magnesium oxide [O-2].[Mg+2].[Fe+2].[Nd+3]